N-(quinolin-8-yl)-[1,1'-biphenyl]-4-carboxamide N1=CC=CC2=CC=CC(=C12)NC(=O)C1=CC=C(C=C1)C1=CC=CC=C1